[N+](=O)([O-])C=1C=CC(N(C1)CC(=O)OCC)=O ethyl 2-(5-nitro-2-oxo-1-pyridyl)acetate